C(C)(C)(C)OC(=O)N1CCC(CC1)N1CCN(CC1)C1=NC(=CC=C1)C1=CN=C2N1N=C(C=C2)N2[C@H](CCC2)C2=CC(=CC=C2)F.C(=O)[O-].[NH4+] Ammonium formate tert-butyl-(R)-4-(4-(6-(6-(2-(3-fluorophenyl)pyrrolidin-1-yl)imidazo[1,2-b]pyridazin-3-yl)pyridin-2-yl)piperazin-1-yl)piperidine-1-carboxylate